FC=1C=C(C=C2C=NN(C12)C1OCCCC1)B1OC(C(O1)(C)C)(C)C 7-fluoro-1-tetrahydropyran-2-yl-5-(4,4,5,5-tetramethyl-1,3,2-dioxaborolan-2-yl)indazole